ethyl N-[(2E)-2-cyano-2-[[4-[[3-isopropyl-1-(p-tolylsulfonyl)pyrrolo[3,2-b]pyridin-5-yl]methyl]-3,5-dimethyl-phenyl]hydrazono]acetyl]carbamate C(#N)\C(\C(=O)NC(OCC)=O)=N/NC1=CC(=C(C(=C1)C)CC1=CC=C2C(=N1)C(=CN2S(=O)(=O)C2=CC=C(C=C2)C)C(C)C)C